(2,3,4,5,6-pentafluorophenyl) (2S)-2-(benzyloxycarbonylamino)-3,3-dicyclopropyl-propanoate C(C1=CC=CC=C1)OC(=O)N[C@H](C(=O)OC1=C(C(=C(C(=C1F)F)F)F)F)C(C1CC1)C1CC1